tert-butyl 5-[4-({6-[(3E)-3-[2-(dimethylamino)ethylidene]-2-oxopyrrolidin-1-yl]pyrido[3,2-d]pyrimidin-4-yl}amino)-2-methylphenoxy]-1,3-benzodiazole-1-carboxylate CN(C\C=C/1\C(N(CC1)C=1C=CC=2N=CN=C(C2N1)NC1=CC(=C(OC2=CC3=C(N(C=N3)C(=O)OC(C)(C)C)C=C2)C=C1)C)=O)C